C1=CC=C2C(=C1)C(=CN2)C(=O)C3=NC=C(N3)C4=CNC5=C4C=CC(=C5)Br The molecule is an aromatic ketone that is imidazole which is substituted by a 1H-indole-3-carbonyl group and a 6-bromo-1H-indol-3-yl group at positions 2 and 4, respectively. Isolated from the Mediterranean shallow-water sponge, Topsentia genetrix. It is a potent inhibitor of MRSA pyruvate kinase and exhibits antibacterial properties. It has a role as an antibacterial agent, a marine metabolite and an EC 2.7.1.40 (pyruvate kinase) inhibitor. It is a member of imidazoles, a bromoindole, an aromatic ketone and an indole alkaloid.